FC1=C(C(=CC(=C1)OC)F)C1=C(C(N(N1C)C1=NC(=CC(=C1)OC)C1CN(CCC1)C)=O)NC(C1=CC=C(C=C1)OC(F)F)=O N-(5-(2,6-Difluoro-4-methoxyphenyl)-2-(4-methoxy-6-(1-methylpiperidin-3-yl)pyridin-2-yl)-1-methyl-3-oxo-2,3-dihydro-1H-pyrazol-4-yl)-4-(difluoromethoxy)benzamide